2-Amino-N-[5-[[5-(ethoxymethyl)pyridin-2-yl]carbamoyl]-4-fluoro-2-methylphenyl]-1,3-thiazole-5-carboxamide NC=1SC(=CN1)C(=O)NC1=C(C=C(C(=C1)C(NC1=NC=C(C=C1)COCC)=O)F)C